ClC1=CC=C(CN2C(=NC=3N(C(N(C(C23)=O)CCCO)=O)C)C#CC2CC2)C=C1 7-(4-chlorobenzyl)-8-(cyclopropylethynyl)-1-(3-hydroxypropyl)-3-methyl-3,7-dihydro-1H-purine-2,6-dione